FC1CCN(CC1)[C@H](C)C1=CC(=C2CN(C(C2=C1)=O)C1=CC(=CC=C1)C1(COC1)CC1=NN=CN1C)C(F)(F)F (R)-6-(1-(4-fluoropiperidin-1-yl)ethyl)-2-(3-(3-((4-methyl-4H-1,2,4-triazol-3-yl)methyl)oxetan-3-yl)phenyl)-4-(trifluoromethyl)isoindolin-1-one